4-oxo-butane-1,2,3-triyl tri-dodecanoate C(CCCCCCCCCCC)(=O)OCC(C(C=O)OC(CCCCCCCCCCC)=O)OC(CCCCCCCCCCC)=O